normal tetratriacontane CCCCCCCCCCCCCCCCCCCCCCCCCCCCCCCCCC